C(O)C1NCCNC1CO 2,3-dimethylolpiperazine